O=C1NC2=C(C=3N1N=C(N3)C3=CC=C(C#N)C=C3)N=CC=C2 4-(5-oxo-5,6-dihydropyrido[2,3-e][1,2,4]triazolo[1,5-c]pyrimidin-2-yl)benzonitrile